COC(=O)C1=CC2=C(C(=CCCC2)C2=CC=C(O[C@@H]3CN(CC3)C(=O)OC(C)(C)C)C=C2)C=C1 tert-butyl (S)-3-(4-(3-(methoxycarbonyl)-6,7-dihydro-5H-benzo[7]annulen-9-yl)phenoxy)pyrrolidine-1-carboxylate